ClC=1C=C(C=C(C1)F)NC(=O)C1(C(=NN(C1=O)C1=CC=C(C=C1)OC(F)F)C)C N-(3-chloro-5-fluoro-phenyl)-1-[4-(difluoromethoxy)phenyl]-3,4-dimethyl-5-oxo-pyrazole-4-carboxamide